ethyl (S)-2-(2-(3-(1-((S)-1-acetylpyrrolidin-3-yl)piperidin-4-yl)-1-methyl-1H-indazol-5-yl)-7-(4-chlorophenyl)-5-methylbenzo[d]thiazol-6-yl)-2-(tert-butoxy)acetate C(C)(=O)N1C[C@H](CC1)N1CCC(CC1)C1=NN(C2=CC=C(C=C12)C=1SC2=C(N1)C=C(C(=C2C2=CC=C(C=C2)Cl)[C@@H](C(=O)OCC)OC(C)(C)C)C)C